N-(2-hydroxypent-4-enyl)carbamic acid tert-butyl ester C(C)(C)(C)OC(NCC(CC=C)O)=O